3-(difluoromethoxy)-N-[1-[3-[5-(2,2,2-trifluoroethoxy)pyrimidin-2-yl]pyrazin-2-yl]ethyl]-5-(trifluoromethyl)benzamide FC(OC=1C=C(C(=O)NC(C)C2=NC=CN=C2C2=NC=C(C=N2)OCC(F)(F)F)C=C(C1)C(F)(F)F)F